CS(=O)(=O)N1CCN(CC1)[C@H](C)C1=CC=C(C(=O)OC)C=C1 Methyl (R)-4-(1-(4-(methylsulfonyl)piperazin-1-yl)ethyl)benzoate